4-(3-(6-cyclopropylpyridin-3-yl)-6-(3,5-dimethylisoxazol-4-yl)-1H-pyrrolo[3,2-b]pyridin-1-yl)-3,5-diethoxybenzoic acid C1(CC1)C1=CC=C(C=N1)C1=CN(C=2C1=NC=C(C2)C=2C(=NOC2C)C)C2=C(C=C(C(=O)O)C=C2OCC)OCC